3,6-dibromo-alpha-(1-piperazinylmeth-yl)-9H-carbazole-9-glycolic acid dihydrochloride Cl.Cl.BrC=1C=CC=2N(C3=CC=C(C=C3C2C1)Br)C(C(=O)O)(O)CN1CCNCC1